C1(=CC=CC=C1)C=1C(=C(C=2CC3=CC=CC=C3C2C1)NC1=C(C=CC=2SC3=C(C21)C=CC=C3)C3=CC=CC=C3)C3=CC=CC=C3 (diphenylfluorenyl)(phenyldibenzothiophenyl)amine